6-(5-chloro-2-(1H-tetrazol-1-yl)phenyl)pyrimidin-4-ol ClC=1C=CC(=C(C1)C1=CC(=NC=N1)O)N1N=NN=C1